ClC=1C=C2C(=NC(N3C2=C(C1C1=C(C=CC=C1O)F)OC[C@@H]3CO)=O)N3[C@H](CN(CC3)C(=O)OCC3=CC=CC=C3)C (3S)-benzyl 4-((3S)-9-chloro-10-(2-fluoro-6-hydroxyphenyl)-3-(hydroxymethyl)-5-oxo-3,5-dihydro-2H-[1,4]oxazino[2,3,4-ij]quinazolin-7-yl)-3-methylpiperazine-1-carboxylate